C1(CC1)C1=CC=C(C=N1)C(C)N1C[C@@H](N(C[C@H]1CC)C=1C=2C(N(C(C1)=O)C)=CN(N2)C2OCCCC2)CC 7-((2S,5R)-4-(1-(6-cyclopropylpyridin-3-yl)ethyl)-2,5-diethylpiperazin-1-yl)-4-methyl-2-(tetrahydro-2H-pyran-2-yl)-2,4-dihydro-5H-pyrazolo[4,3-b]pyridin-5-one